1-(pyridin-4-yl)-1,2,3-benzotriazole-5-carboxylic acid methyl ester COC(=O)C1=CC2=C(N(N=N2)C2=CC=NC=C2)C=C1